ethyl (S)-2-(4-(1-(3,3,3-trifluoropropyl)pyrrolidin-2-yl)piperidin-1-yl)-6-azaspiro[3.4]octane-6-carboxylate FC(CCN1[C@@H](CCC1)C1CCN(CC1)C1CC2(C1)CN(CC2)C(=O)OCC)(F)F